((3R,4R)-4-methoxypyrrolidin-3-yl)-carbamic acid CO[C@H]1[C@@H](CNC1)NC(O)=O